CN(C1=CC2=C([C@@H](CCO2)CNC=2C=NC=CC2C(=O)O)C=C1)C1=CC=C(C=C1)C(C)C 3-({[(4R)-7-{METHYL[4-(PROPAN-2-YL)PHENYL]AMINO}-3,4-DIHYDRO-2H-1-BENZOPYRAN-4-YL]METHYL}AMINO)PYRIDINE-4-CARBOXYLIC ACID